2-(hydroxymethyl)-7,8-dihydro-1,6-naphthyridine-6(5H)-carboxylic acid tert-butyl ester C(C)(C)(C)OC(=O)N1CC=2C=CC(=NC2CC1)CO